C(C)(C)(C)C=1C=C(CN(C(CN(S(=O)(=O)C2=C(C(=C(C(=C2F)F)F)F)F)CC=2C=NC=CC2C(F)(F)F)=O)C2=C(C=C(C(=O)O)C=C2)OC2CC2)C=C(C1)C1CC1 4-(N-(3-(tert-butyl)-5-cyclopropylbenzyl)-2-(N-((4-(trifluoromethyl)pyridin-3-yl)methyl)-(2,3,4,5,6-pentafluoro-phenyl)sulfonamido)acetamido)-3-cyclopropoxybenzoic acid